Cl.FC=1C=C(C=CC1)\C=C/1\C(N\C(\C(N1)=O)=C/C=1N=C(NC1C(C)C)CCCN1CC(OCC1)C)=O (3Z,6Z)-3-(3-Fluorophenyl)methylene-6-(5-isopropyl-1-(3-(S)-(2-methylmorpholinyl)propylimidazol-4-yl)methylene)piperazine-2,5-dione, hydrochloride